piperazine-1,4-diylbis((2-(phenylamino)pyrimidin-4-yl)methanone) N1(CCN(CC1)C(=O)C1=NC(=NC=C1)NC1=CC=CC=C1)C(=O)C1=NC(=NC=C1)NC1=CC=CC=C1